methyl 4-cyclopropyl-2-(1-((4-fluorophenyl)carbamoyl)cyclopropane-1-carboxamido)thiazole-5-carboxylate C1(CC1)C=1N=C(SC1C(=O)OC)NC(=O)C1(CC1)C(NC1=CC=C(C=C1)F)=O